C=1(C=CN2C=CC=CC12)CCN(C)C 2-(indolizin-1-yl)-N,N-dimethylethan-1-amine